C(=O)O.CN1N=NC2=C1C=CC(=C2C)[C@@H]([C@H](C(=O)O)C)C2=CC(=C(C=C2)C)CN2C[C@H](OC1=C(C2)C=CC=C1)CC (2R,3S)-3-(1,4-dimethyl-1H-benzo[d][1,2,3]triazol-5-yl)-3-(3-(((R)-2-ethyl-2,3-dihydrobenzo[f][1,4]oxazepin-4(5H)-yl)methyl)-4-methylphenyl)-2-methylpropanoic acid, formic acid salt